N-((1S,2R)-2-(6-fluoro-2,3-dimethylphenyl)-1-(5-oxo-4,5-dihydro-1,3,4-oxadiazol-2-yl)propyl)-1,5-dioxa-9-azaspiro[5.5]undecane-9-sulfonamide FC1=CC=C(C(=C1[C@H]([C@@H](C=1OC(NN1)=O)NS(=O)(=O)N1CCC2(OCCCO2)CC1)C)C)C